[I].ClC=1C=C(CN)C=CC1 m-chlorobenzylamine iodine